1-(4-Fluoro-3-hydroxyphenyl)-7-oxo-4,5,6,7-tetrahydro-1H-indazole-3-carbonitrile FC1=C(C=C(C=C1)N1N=C(C=2CCCC(C12)=O)C#N)O